tert-butyl (3-((4-(allyl(methyl)amino)-5-chloropyrimidin-2-yl)amino)benzyl)(but-3-en-1-yl)carbamate C(C=C)N(C1=NC(=NC=C1Cl)NC=1C=C(CN(C(OC(C)(C)C)=O)CCC=C)C=CC1)C